6-[3-Chloro-4-[3-chloro-2-(3-formyl-1-methyl-indol-6-yl)-4-pyridyl]-2-pyridyl]-1-methyl-indole-3-carbaldehyde ClC=1C(=NC=CC1C1=C(C(=NC=C1)C1=CC=C2C(=CN(C2=C1)C)C=O)Cl)C1=CC=C2C(=CN(C2=C1)C)C=O